BrC1=CC(=C(O[C@@H](CCF)C=2N=NNN2)C=C1)C1=NOC=C1 5-[(1S)-1-[4-bromo-2-(1,2-oxazol-3-yl)phenoxy]-3-fluoropropyl]-2H-1,2,3,4-tetrazole